N1-[8-(4-fluoro-2-isopropoxy-phenyl)quinazolin-2-yl]-4-methyl-benzene-1,3-diamine FC1=CC(=C(C=C1)C=1C=CC=C2C=NC(=NC12)NC1=CC(=C(C=C1)C)N)OC(C)C